C[C@H]1COC[C@H](N1CC(=O)NC=1C=C(C(=NC1)C)NC(=O)C=1C=NN2C1SC(=C2)C=2C=NN(C2)C)C N-(5-(2-((3S,5R)-3,5-dimethylmorpholino)acetamido)-2-methylpyridin-3-yl)-2-(1-methyl-1H-pyrazol-4-yl)pyrazolo[5,1-b]thiazole-7-carboxamide